ClC(C1=NC(=NO1)C=1C=NC(=NC1)NC(CN)C1=CC=CC=C1)(F)F N-[5-[5-[chloro(difluoro)methyl]-1,2,4-oxadiazol-3-yl]pyrimidin-2-yl]-1-phenylethane-1,2-diamine